(2-Hydroxyethoxy)ethyl maleate C(\C=C/C(=O)[O-])(=O)OCCOCCO